ClC1=CC=CC(=N1)C1=CC=CC=C1C#N 6-chloro-2-pyridinebenzonitrile